CN(C1CCN(CC1)C1=C(C=C(C=C1)NC=1N=C(C2=C(N1)SC=C2C)NC2=NC(=CC=C2)F)OC)C N2-(4-(4-(dimethylamino)piperidin-1-yl)-3-methoxyphenyl)-N4-(6-fluoropyridin-2-yl)-5-methylthieno[2,3-d]pyrimidine-2,4-diamine